(nonanoylglycyl)pyrrolidine-2-carboxamide C(CCCCCCCC)(=O)NCC(=O)N1C(CCC1)C(=O)N